(((1-methylazetidin-3-yl)methyl)sulfonyl)-4-(5-(trifluoromethyl)-1,2,4-oxadiazol-3-yl)benzamide (1S,3R)-dimethyl-1-methylcyclopentane-1,3-dicarboxylate COC(=O)[C@@]1(C[C@@H](CC1)C(=O)OC)C.CN1CC(C1)CS(=O)(=O)C1=C(C(=O)N)C=CC(=C1)C1=NOC(=N1)C(F)(F)F